C(C1=CC=CC=C1)C1=C(C#N)C=C(C=N1)Br 2-benzyl-5-bromonicotinonitrile